N-((7-(5-(difluoromethyl)-1,3,4-oxadiazol-2-yl)imidazo[1,2-a]pyridin-2-yl)methyl)-N-(3-fluorophenyl)-1-(1-hydroxypropan-2-yl)piperidine-4-carboxamide FC(C1=NN=C(O1)C1=CC=2N(C=C1)C=C(N2)CN(C(=O)C2CCN(CC2)C(CO)C)C2=CC(=CC=C2)F)F